2-bromo-7-ethoxy-4,6-difluoro-3-methoxydibenzo[b,d]furan BrC1=CC2=C(OC3=C2C=CC(=C3F)OCC)C(=C1OC)F